C1(CC1)C=1C=C(CO[C@@H](C(=O)N[C@@H](C)C2=CC=C(C(=O)O)C=C2)C(C)C)C=CC1F 4-((S)-1-((R)-2-((3-cyclopropyl-4-fluorobenzyl)oxy)-3-methylbutanoylamino)ethyl)benzoic acid